N[C@@H](CCC(=O)O)C(=O)O.N[C@@H](CCC(=O)O)C(=O)O L-glutamic acid glutamate